(3-difluoromethyl-benzyl)-3-(3-difluoromethyl-cyclobutyl)-urea FC(C=1C=C(CNC(=O)NC2CC(C2)C(F)F)C=CC1)F